6-(hexahydrocyclopenta[c]pyrrol-2(1H)-yl)quinoline-4-carboxylic acid C1N(CC2C1CCC2)C=2C=C1C(=CC=NC1=CC2)C(=O)O